N-[[2-(1-piperidinyl)-4-pyridinyl]methyl]-1-(p-tolyl)methanamine N1(CCCCC1)C1=NC=CC(=C1)CNCC1=CC=C(C=C1)C